4-((6-((1,4-dioxan-2-yl)methoxy)-4-(benzyloxy)pyridin-2-yl)ethynyl)phenol O1C(COCC1)COC1=CC(=CC(=N1)C#CC1=CC=C(C=C1)O)OCC1=CC=CC=C1